isobutylmalic acid CC(C)CC(CC(=O)O)(C(=O)O)O